C1(CC1)C1=C2C=CN=CC2=C2C(=C1)C=CC=C2.[Na] Sodium 5-cyclopropylbenzo[h]isoquinoline